5-(2-ethyl-4-{5-hydroxy-2-oxo-3-[3-(trifluoromethoxy)phenyl]-1-imidazolidinyl}phenoxy)-3,4-dihydro-1,8-naphthyridin-2(1H)-one C(C)C1=C(OC2=C3CCC(NC3=NC=C2)=O)C=CC(=C1)N1C(N(CC1O)C1=CC(=CC=C1)OC(F)(F)F)=O